FC1=C(C(=O)N[C@H](C(=O)OC)CC2=C3CCCOC3=C(C=C2)C=2C(N(C(N(C2C)C)=O)C)=O)C(=CC(=C1)N[C@@H](C(F)(F)F)CC)F methyl (S)-2-(2,6-difluoro-4-(((R)-1,1,1-trifluorobutan-2-yl)amino) benzamido)-3-(8-(1,3,6-trimethyl-2,4-dioxo-1,2,3,4-tetrahydropyrimidin-5-yl)chroman-5-yl)propanoate